C(C)N1C(N(C2=NC(=NC=C12)SC)C1(CCC1)C#N)=O Trans-(7-Ethyl-2-(methylthio)-8-oxo-7,8-dihydro-9H-purin-9-yl)cyclobutane-1-carbonitrile